(S)-N-((8-chloro-4-ethyl-4-hydroxy-9-methyl-3,14-dioxo-3,4,12,14-tetrahydro-1H-pyrano[3',4':6,7]indolizino[1,2-b]quinolin-11-yl)methyl)-2-hydroxy-2-methylpropanamide ClC=1C(=CC=2C(=C3C(=NC2C1)C1=CC2=C(C(N1C3)=O)COC([C@]2(O)CC)=O)CNC(C(C)(C)O)=O)C